racemic-4-(1-(isobutylamino)ethyl)-2-methylphthalazin-1(2H)-one C(C(C)C)N[C@H](C)C1=NN(C(C2=CC=CC=C12)=O)C |r|